(4-(8-(4-Bromophenethyl)-7-methyl-2,6-dioxo-1-(prop-2-yn-1-yl)-1,2,6,7-tetrahydro-3H-purin-3-yl)butyl)phosphonic acid BrC1=CC=C(CCC2=NC=3N(C(N(C(C3N2C)=O)CC#C)=O)CCCCP(O)(O)=O)C=C1